CC12N(CCC3=CC=CC=C13)C1=C(C(O2)(C)C)C=C2C(=C1)SC(=N2)C2CCC(CC2)CO 1-((1R,4R)-4-(4b,6,6-trimethyl-4b,6,13,14-tetrahydrothiazolo[4'',5'':4',5']benzo[1',2':4,5][1,3]oxazino[2,3-a]isoquinolin-9-yl)cyclohexyl)methanol